1-(6-(3-Fluoro-5-(trifluoromethyl)benzyl)pyridin-2-yl)-4-methyl-1H-pyrazol-3-carboxamid FC=1C=C(CC2=CC=CC(=N2)N2N=C(C(=C2)C)C(=O)N)C=C(C1)C(F)(F)F